OC1=C(N2C(C3=CC(=CC=C13)SC1=CC=CC=C1)=NC=N2)C(=O)OC methyl 6-hydroxy-9-(phenylthio)-[1,2,4]triazolo[5,1-a]isoquinoline-5-carboxylate